3-(PYRIDIN-2-YL)PHENYL-BORONIC ACID N1=C(C=CC=C1)C=1C=C(C=CC1)B(O)O